2-hydroxy-1-naphthylaldehyde isonicotinoyl hydrazone C1=CC=C2C(=C1)C=CC(=C2/C=N\NC(=O)C3=CC=NC=C3)O